N1C(=NC2=C1C=CC=C2)CN(C(OC(C)(C)C)=O)CCC=2SC=C(N2)C(NCC2=NC=CC=C2CO[Si](C)(C)C(C)(C)C)=O Tert-butyl N-(1H-1,3-benzodiazol-2-ylmethyl)-N-[2-(4-{[(3-{[(tert-butyldimethylsilyl)oxy]methyl} pyridin-2-yl) methyl]carbamoyl}-1,3-thiazol-2-yl)ethyl]carbamate